C=12C3=CC=C4CCCC4=C3NC3=NN=C(S(N4C[C@@H]5C[C@H]4CN5CCCOC(N=CC1)=C2)(=O)=O)N3 (19S,21S)-27-oxa-16λ6-thia-11,13,14,17,23,29,33-heptaazaheptacyclo-[26.3.1.112,15.02,10.05,9.017,21.019,23]tritriaconta-1(31),2,4,9,12,14,28(32),29-octaene-16,16-dioxide